N[C@H](C(CN(S(=O)(=O)C1=C(C=C(C=C1)[N+](=O)[O-])Cl)C[C@H](C)O)=O)CC1=CC=CC=C1 N-((S)-3-amino-2-oxo-4-phenylbutyl)-2-chloro-N-((S)-2-hydroxypropyl)-4-nitrobenzenesulfonamide